8-[(3R)-3-amino-1-piperidinyl]-7-(2-butynyl)-3-methyl-1-[(4-methyl-2-quinazolinyl)methyl]-3,7-dihydro-1H-purine-2,6-dione N[C@H]1CN(CCC1)C1=NC=2N(C(N(C(C2N1CC#CC)=O)CC1=NC2=CC=CC=C2C(=N1)C)=O)C